N'-(4-bromophenyl)-4-((4-chlorophenyl)amino)-4-(2,4-dioxopyrrolidin-3-ylidene)butyrylhydrazine BrC1=CC=C(C=C1)NNC(CCC(=C1C(NCC1=O)=O)NC1=CC=C(C=C1)Cl)=O